cyclopentene-1,3-dione C1(CC(C=C1)=O)=O